Heptane-4-carboxamide CCCC(CCC)C(=O)N